C(C)(C)N1N=C(C=C1C1CCC(CC1)N1CC2(CS(C2)(=O)=O)CC1)C(F)(F)F 6-((1s,4s)-4-(1-isopropyl-3-(trifluoromethyl)-1H-pyrazol-5-yl)cyclohexyl)-2-thia-6-azaspiro[3.4]octane 2,2-dioxide